C(C)OC(=O)C1=C(N(C(=CC1=O)C(C)Br)CC)C1=CC(=C(C=C1)Cl)Cl 6-(1-bromoethyl)-2-(3,4-dichlorophenyl)-1-ethyl-4-oxo-pyridine-3-carboxylic acid ethyl ester